FC1C(C(CC(C1)NCC=1C=2N(C=CC1)C=CN2)O)NCC=2C=C1C=CC=NC1=CC2F 3-fluoro-2-(((7-fluoroquinolin-6-yl)methyl)amino)-5-((imidazo[1,2-a]pyridin-8-ylmethyl)amino)cyclohexan-1-ol